(S)-1-cyano-N-(4-(6-cyanopyridin-2-yl)-5-ethylthiazol-2-yl)-N-methylpyrrolidine-2-carboxamide C(#N)N1[C@@H](CCC1)C(=O)N(C)C=1SC(=C(N1)C1=NC(=CC=C1)C#N)CC